N-(3-ethyl-4-formylphenyl)-1-(4-fluorophenyl)-3-methyl-1H-pyrazole-4-carboxamide C(C)C=1C=C(C=CC1C=O)NC(=O)C=1C(=NN(C1)C1=CC=C(C=C1)F)C